CNC(OC1=C(C=C(C=C1)F)C1=C(C=C(C=C1N1C(OCC1)=O)C(F)(F)F)C)=O 2-methyl-6-(2-oxooxazolidin-3-yl)-4-(trifluoromethyl)phenyl(4-fluorophenyl) (methyl)carbamate